(1S,4S)-4-(2-(((3S,4R)-3-fluorotetrahydro-2H-pyran-4-yl)amino)-8-((2,4,6-trichlorophenyl)amino)-9H-purin-9-yl)-1-methylcyclohexane-1-carboxamide F[C@@H]1COCC[C@H]1NC1=NC=C2N=C(N(C2=N1)C1CCC(CC1)(C(=O)N)C)NC1=C(C=C(C=C1Cl)Cl)Cl